FC1(C(C(C(C1)C(C(F)(F)F)(C(F)(F)F)C(F)(F)F)(F)F)(F)F)F 1,1,2,2,3,3-hexafluoro-4-(perfluoro-tert-butyl)cyclopentane